((1R,5R)-6-(7-(5-chloroisoquinolin-4-yl)-6,8-difluoro-2-((tetrahydro-1H-pyrrolizin-7a(5H)-yl)methoxy)quinazolin-4-yl)-2,6-diazabicyclo[3.2.0]hept-2-yl)prop-2-en-1-one ClC1=C2C(=CN=CC2=CC=C1)C1=C(C=C2C(=NC(=NC2=C1F)OCC12CCCN2CCC1)N1[C@@H]2CCN([C@@H]2C1)C(C=C)=O)F